CC(C=O)CC1=CC2=C(C=C1)OCO2 Alpha-methyl-3,4-(methylenedioxy)-hydrocinnamaldehyde